tert-butyl-4-(5-oxooxooxocyclopent-3-yl)piperazine C(C)(C)(C)N1CCN(CC1)C1C(C(C(C1)=O)=O)=O